C(C)N1CCC2(C[C@@H]2C(=O)N[C@@H](CCCCCC(CC)=O)C=2NC(=CN2)C=2C=C3C=CC=NC3=CC2OC)CC1 (S)-6-ethyl-N-((S)-1-(5-(7-methoxyquinolin-6-yl)-1H-imidazol-2-yl)-7-oxononyl)-6-azaspiro[2.5]octane-1-carboxamide